(S)-2-hydroxysuccinate O[C@H](C(=O)[O-])CC(=O)[O-]